4-((2-(dimethylamino)ethyl)amino)-2,3,5,6-tetrafluorobenzenesulfonamide CN(CCNC1=C(C(=C(C(=C1F)F)S(=O)(=O)N)F)F)C